C(C1=CC=CC=C1)OC(=O)NC1=C(C(=O)O)C=C(C=C1)C1=CC2=C(N(C[C@H](N(S2(=O)=O)C)C2CCCCC2)C2=CC=CC=C2)C=C1OCCOC (R)-2-(((benzyloxy)carbonyl)amino)-5-(3-cyclohexyl-7-(2-methoxyethoxy)-2-methyl-1,1-dioxido-5-phenyl-2,3,4,5-tetrahydrobenzo[f][1,2,5]thiadiazepin-8-yl)benzoic acid